COC1=CC=C(C=C1)C(=[N+]=[N-])C1=CC=C(C=C1)OC di(4-methoxyphenyl)diazomethane